(S)-N-((1-(2-(3-acetyl-5-(2-methylpyrimidin-5-yl)-1H-indazol-1-yl)acetyl)piperidin-3-yl)methyl)-5-bromothiazole-2-carboxamide C(C)(=O)C1=NN(C2=CC=C(C=C12)C=1C=NC(=NC1)C)CC(=O)N1C[C@@H](CCC1)CNC(=O)C=1SC(=CN1)Br